C(C(=C)C)(=O)OCC1CCCCC1 hexahydrobenzyl methacrylate